N=1N=CN2C1C=CC(=C2)C2=CNC=1N=C(N=C(C12)OC)NC1CC(C1)(C)NC(CC)=O N-((1s,3s)-3-((5-([1,2,4]triazolo[4,3-a]pyridin-6-yl)-4-methoxy-7H-pyrrolo[2,3-d]pyrimidin-2-yl)amino)-1-methylcyclobutyl)propionamide